C(C)(C)(C)OC(=O)[C@H]1N(C(CC1)=O)C(=O)OCC1=CC=CC=C1 (S)-5-oxopyrrolidine-1,2-dicarboxylic acid 1-benzyl 2-tert-butyl ester